7-Chloro-8-(6-fluoro-1-methylsulfonyl-1H-indol-4-yl)-1,4,4,9-tetramethyl-5H-[1,2,4]triazolo[4,3-a]quinoxaline ClC=1C=C2NC(C=3N(C2=C(C1C1=C2C=CN(C2=CC(=C1)F)S(=O)(=O)C)C)C(=NN3)C)(C)C